3-(7-(2,3-dichloro-6-methoxyphenyl)imidazo[1,2-a]pyridine-2-carbonyl)-3,8-diazabicyclo[3.2.1]octane-8-carboxylate ClC1=C(C(=CC=C1Cl)OC)C1=CC=2N(C=C1)C=C(N2)C(=O)N2CC1CCC(C2)N1C(=O)[O-]